tert-butyl (R)-4-(2-(3-(3-(6-bromo-1,2,3,4-tetrahydroisoquinoline-2-carbonyl)piperidin-1-yl)phenoxy)-2-methylpropanoyl)piperazine-1-carboxylate BrC=1C=C2CCN(CC2=CC1)C(=O)[C@H]1CN(CCC1)C=1C=C(OC(C(=O)N2CCN(CC2)C(=O)OC(C)(C)C)(C)C)C=CC1